NC1=NC=2C=C(C(=CC2C=2N1C=NC2)C(=O)N(CC2=NC=C(C=C2)C(F)(F)F)[C@H](C)C2=NC=CC=N2)F (R)-5-amino-8-fluoro-N-(1-(pyrimidin-2-yl)ethyl)-N-((5-(trifluoromethyl)pyridin-2-yl)methyl)imidazo[1,5-c]quinazoline-9-carboxamide